2'-chloro-N-(5-((6-hydroxy-spiro[3.3]hept-2-yl)methoxy)-1,3,4-thiadiazol-2-yl)-5'-methoxy-6-methyl-[4,4'-bipyridine]-3-carboxamide ClC1=NC=C(C(=C1)C1=C(C=NC(=C1)C)C(=O)NC=1SC(=NN1)OCC1CC2(C1)CC(C2)O)OC